ClC1=CC2=C(C=N1)N(C(N2[C@H]2C[C@@](CC2)(C)NC(C)=O)=O)C([2H])([2H])[2H] N-((1S,3R)-3-(6-chloro-3-(methyl-d3)-2-oxo-2,3-dihydro-1H-imidazo[4,5-c]pyridin-1-yl)-1-methylcyclopentyl)acetamide